C(C)(C)(C)N(CC(=O)N1[C@H](CN([C@@H](C1)C)C1=CC=C2C(=N1)C(=C(N2)C=2C(=C(C=1N(C2)N=CN1)C)C)C(C)C)C)C 2-[tert-Butyl(methyl)amino]-1-[(2S,5R)-4-(2-{7,8-dimethyl-[1,2,4]triazolo[1,5-a]pyridin-6-yl}-3-(propan-2-yl)-1H-pyrrolo[3,2-b]pyridin-5-yl)-2,5-dimethylpiperazin-1-yl]ethan-1-on